1-methyl-1-(1-(2-isopropyl-1-oxo-1,2-dihydroisoquinolin-4-yl)ethyl)urea CN(C(=O)N)C(C)C1=CN(C(C2=CC=CC=C12)=O)C(C)C